C1(CC1)OC1=NN(C=C1C=1C=NC(=NC1)NC1CC2=CC=CC=C2C1)CC(=O)OC(C)(C)C tert-butyl 2-(3-cyclopropoxy-4-(2-((2,3-dihydro-1H-inden-2-yl)amino)pyrimidin-5-yl)-1H-pyrazol-1-yl)acetate